FC=1C(=C(C#N)C(=CC1)F)OC=1C=C2C(N(C=NC2=CC1)C1=CC=C(C=C1)C1CCN(CC1)C1CC(C1)OC1CCN(CC1)C=1C=C2CN(C(C2=CC1)=O)[C@H]1C(NC(CC1)=O)=O)=O 3,6-difluoro-2-{[4-oxo-3-(4-{1-[(1r,3r)-3-({1-[2-(2,6-dioxopiperidin-3-yl)-1-oxo-3H-isoindol-5-yl]piperidin-4-yl}oxy)cyclobutyl]piperidin-4-yl}phenyl)quinazolin-6-yl]oxy}benzonitrile